FC1=C(C=C(N)C=C1)SC 4-fluoro-3-(methylthio)aniline